CO[C@@H]1CN(CC1)CC1=CC(=NC=C1)NC=1SC2=NC(=CC=C2N1)C1=CC=NC=C1 (S)-N-(4-((3-methoxypyrrolidin-1-yl)methyl)pyridin-2-yl)-5-(pyridin-4-yl)thiazolo[5,4-b]pyridin-2-amine